2,3,5-trihydroxybenzaldehyde OC1=C(C=O)C=C(C=C1O)O